N,N,N-trimethyl-(4-hexadecyl)phenylammonium chloride [Cl-].C[N+](C)(C)C1=C(C=CC=C1)C(CCC)CCCCCCCCCCCC